C(C)(C)C1=CC=C(C=C1)N1NC(=CC1C1=CC=C(C=C1)OC)C=CC1=CC=C(C=C1)OC 1-(4-isopropylphenyl)-3-(4-methoxystyryl)-5-(4-methoxyphenyl)-pyrazoline